FC(S(=O)(=O)OC1=CCOC=C1)(F)F pyran-4-yl trifluoromethanesulfonate